2-(3,6-diazabicyclo[3.1.1]hept-6-yl)-N-(4-(pyridin-4-yl)phenyl)-6,7-dihydro-5H-pyrrolo[3,4-d]pyrimidin-4-amine C12CNCC(N1C=1N=C(C3=C(N1)CNC3)NC3=CC=C(C=C3)C3=CC=NC=C3)C2